C1=C(C=CC=2OC3=C(C21)C=CC=C3)C=O dibenzo[b,d]furan-2-carbaldehyde